(3-bromo-1-(2-((tetrahydro-2H-pyran-2-yl)oxy)ethyl)-1H-pyrazol-5-yl)(phenyl)methanol BrC1=NN(C(=C1)C(O)C1=CC=CC=C1)CCOC1OCCCC1